N[C@H]1CN(CCC1)C(=O)C=1C=C2OCCN3C(=NC(C1)=C32)C=3N(C2=CC(=CC=C2C3)F)CC3=NC=CC=C3F (R)-(3-aminopiperidin-1-yl)(2-(6-fluoro-1-((3-fluoropyridin-2-yl)methyl)-1H-indol-2-yl)-3,4-dihydro-5-oxa-1,2a-diazaacenaphthylen-7-yl)methanone